2-isopropyl-3,3-dimethylbutyric acid C(C)(C)C(C(=O)O)C(C)(C)C